C12CCC(CC1)N2C2=CC=C(C=N2)C=2C=1N(C=C(C2)C=2C=NN(C2)C)N=CC1Cl 4-(6-(7-azabicyclo[2.2.1]heptan-7-yl)pyridin-3-yl)-3-chloro-6-(1-methyl-1H-pyrazol-4-yl)pyrazolo[1,5-a]pyridine